3-([1,1':3',1''-Terphenyl]-2'-yl-2,2'',3,3'',4,4'',5,5'',6,6''-d10)-1-(3-((9-(4-chloropyridin-2-yl)-9H-carbazol-2-yl)oxy)phenyl)-1H-benzo[d]imidazol-3-ium tetrafluoroborate F[B-](F)(F)F.C1(=C(C(=C(C(=C1[2H])[2H])[2H])[2H])[2H])C1=C(C(=CC=C1)C1=C(C(=C(C(=C1[2H])[2H])[2H])[2H])[2H])[N+]1=CN(C2=C1C=CC=C2)C2=CC(=CC=C2)OC2=CC=1N(C3=CC=CC=C3C1C=C2)C2=NC=CC(=C2)Cl